The molecule is a HOTrE that is alpha-linolenic acid substituted at position 2 by a hydroxy group (the R-enantiomer) It is a HOTrE and a 2-hydroxy fatty acid. It derives from an alpha-linolenic acid. It is a conjugate acid of a (R)-2-hydroxy-alpha-linolenate. CC/C=C\\C/C=C\\C/C=C\\CCCCCC[C@H](C(=O)O)O